COCC1C(C(CC1)CC=C(CO)C)(C)C 4-[3-(methoxymethyl)-2,2-dimethyl-cyclopentyl]-2-methyl-but-2-en-1-ol